ClC1=C(C(=C(C=C1OC)OC)Cl)C1=CC2=C(N=C(N=C2)SC)C(=N1)NC1COCC1 6-(2,6-dichloro-3,5-dimethoxyphenyl)-2-(methylthio)-N-(tetrahydrofuran-3-yl)pyrido[3,4-d]pyrimidine-8-amine